BrC1=C2C=CC(C2=CC=C1)=O 4-bromoinden-1-one